2-{3-[(3S)-3-cyclopropylpiperazin-1-yl]-1,2,4-triazin-6-yl}-5-(5-methyl-1,2,4-thiadiazol-3-yl)phenol C1(CC1)[C@H]1CN(CCN1)C=1N=NC(=CN1)C1=C(C=C(C=C1)C1=NSC(=N1)C)O